ClC1=C(C=CC=C1)C=1N=C(SC1)N(/N=C/C1=C(C=CC=C1)C(=O)O)C(C)CCC (E)-4-(2-chlorophenyl)-2-[1-(2-pentyl)-2-(2-carboxybenzylidene)hydrazino]thiazole